(R)-N-(2-(3-hydroxy-3-methylbutyl)-5-(3-hydroxypyrrolidin-1-yl)-1-methyl-1H-benzo[d]imidazol-6-yl)-2-(2-methylpyridin-4-yl)oxazole-4-carboxamide OC(CCC1=NC2=C(N1C)C=C(C(=C2)N2C[C@@H](CC2)O)NC(=O)C=2N=C(OC2)C2=CC(=NC=C2)C)(C)C